(1S,2S)-2-[(3R)-3-Aminopiperidin-1-yl]-4,6-dichloro-2,3-dihydro-1H-inden N[C@H]1CN(CCC1)[C@H]1CC2=CC(=CC(=C2C1)Cl)Cl